C1(CC1)CC1=C(C(=NN1C=1SC=C(N1)C(=O)O)C1=CC(=CC=C1)C1=CC=2CCCCC2C=C1)CC1=CC(=C(C=C1)S(N)(=O)=O)F 2-(5-(cyclopropylmethyl)-4-(3-fluoro-4-sulfamoylbenzyl)-3-(3-(5,6,7,8-tetrahydronaphthalen-2-yl)phenyl)-1H-pyrazol-1-yl)thiazole-4-carboxylic acid